FC(CO)(CO[Si](C1=CC=CC=C1)(C1=CC=CC=C1)C(C)(C)C)F 2,2-Difluoro-3-{[(2-methylpropan-2-yl)diphenylsilyl]oxy}propan-1-ol